BrC1=CC=C(C=C2C(N(C(N2CC)=[Se])C2=CC=C(C=C2)CC)=O)C=C1 5-(4-bromobenzylidene)-1-ethyl-3-(4-ethylphenyl)-2-selenoxoimidazolidin-4-one